COC=1C(=C2C(=CN1)NN=C2C(F)(F)F)C2=CC(=C(C=C2)S(=O)(=O)C)C 5-methoxy-4-(3-methyl-4-(methylsulfonyl)phenyl)-3-(trifluoromethyl)-1H-pyrazolo[3,4-c]pyridine